C(=O)(O)C1=CC=CC=2N=NSC21 7-carboxybenzo[1,2,3]thiadiazole